OC=1C(=C(C(=CC1)C)C=1C=C2C(=NC1)NC=C2C2=CC=C(C=N2)C2(CC2)C#N)C 1-(6-(5-(3-hydroxy-2,6-dimethylphenyl)-1H-pyrrolo[2,3-b]pyridin-3-yl)pyridin-3-yl)cyclopropane-1-carbonitrile